N-(3-(5',5'-Difluoro-4,5,5',6'-Tetrahydro-2H-Spiro[Furan-3,8'-Pyrano[3,4-b]Pyridine]-2'-yl)-1-Methyl-1H-Pyrrolo[2,3-c]Pyridin-5-yl)Acetamide FC1(COC2(C3=NC(=CC=C31)C3=CN(C1=CN=C(C=C13)NC(C)=O)C)COCC2)F